propyl-triazolyl-methylamine C(CC)N(C)C=1N=NNC1